ClC1=C(C(=CC=C1)F)CC=1N(C(N(N1)CC(F)F)=O)CC1CCC(CC1)(F)F 5-[(2-chloro-6-fluorophenyl)methyl]-4-[(4,4-difluorocyclohexyl)methyl]-2-(2,2-difluoroethyl)-2,4-dihydro-3H-1,2,4-triazol-3-one